Tri-Methylene Carbonate C1(OCCCO1)=O